N-[4-(3'-anilino-5'-methyl-4'-oxo-1',4',5',7'-tetrahydrospiro[cyclopropane-1,6'-pyrrolo[3,2-c]pyridin]-2'-yl)pyridin-2-yl]-4,4-difluoro-2-(4-fluorophenyl)butanamide N(C1=CC=CC=C1)C1=C(NC2=C1C(N(C1(C2)CC1)C)=O)C1=CC(=NC=C1)NC(C(CC(F)F)C1=CC=C(C=C1)F)=O